4-(4-fluorophenyl)bicyclo[2.1.1]hexane-1-carboxylic acid FC1=CC=C(C=C1)C12CCC(C1)(C2)C(=O)O